1-methyldiethoxysilyl-2-bis(dimethylamino)phenylsilylethylene C[Si](C=C[Si](C1=CC=CC=C1)(N(C)C)N(C)C)(OCC)OCC